(5-Chloro-6-cyclopropoxypyridin-3-yl)-1-(quinolin-5-yl)-5-(trifluoromethyl)-1H-pyrazole-4-carboxamide ClC=1C=C(C=NC1OC1CC1)C1=NN(C(=C1C(=O)N)C(F)(F)F)C1=C2C=CC=NC2=CC=C1